N-[[3-[4-[[(3S,4R)-3-fluoro-1-methyl-4-piperidyl]amino]-1-(2,2,2-trifluoroethyl)indol-2-yl]-1,2,4-oxadiazol-5-yl]methyl]carbamate F[C@H]1CN(CC[C@H]1NC1=C2C=C(N(C2=CC=C1)CC(F)(F)F)C1=NOC(=N1)CNC([O-])=O)C